ethyl 4-(1-(3-fluoro-4-(trifluoromethyl) phenyl) cyclopropyl)-3-methyl-1-(4-methylbenzene-1-sulfonyl)-1H-pyrrole-2-carboxylate FC=1C=C(C=CC1C(F)(F)F)C1(CC1)C=1C(=C(N(C1)S(=O)(=O)C1=CC=C(C=C1)C)C(=O)OCC)C